FC1=C(C=C2C(C=CN3C2=C1CCC3)=O)F 8,9-difluoro-6,7-dihydro-1H,5H-pyrido[3,2,1-ij]quinolin-1-one